tert-butyl (S)-2-(6-(3-methyl-1H-pyrrolo[2,3-b]pyridin-5-yl)-2-(methylsulfonyl)-1,2,3,4-tetrahydroisoquinolin-8-yl)pyrrolidine-1-carboxylate CC1=CNC2=NC=C(C=C21)C=2C=C1CCN(CC1=C(C2)[C@H]2N(CCC2)C(=O)OC(C)(C)C)S(=O)(=O)C